FC=1C=C(C=CC1)N1CCC(CC1)NC1=C2C(=NC3=CC(=C(N=C13)OC)OCCCN1CCCC1)CCCCC2 1-(3-fluorophenyl)-N-{2-methoxy-3-[3-(pyrrolidin-1-yl)propoxy]-6H,7H,8H,9H,10H-cyclohepta[b]1,5-naphthyridin-11-yl}piperidin-4-amine